PHENYLSTEaRIC ACID C1=CC=C(C=C1)CCCCCCCCCCCCCCCCCC(=O)O